O1C[C@H](CC1)CO (R)-(tetrahydrofuran-3-yl)methanol